3a-methylhexahydropyrrolo[3,4-c]pyrrol CC12C(CNC1)CNC2